rel-(R*)-6-((R)-1-aminoethyl)-4-(4-methoxybenzyl)morpholin-3-one N[C@H](C)[C@@H]1OCC(N(C1)CC1=CC=C(C=C1)OC)=O |o1:3|